ClCC1=NC2=C(C=NC(=C2)C#N)N1CC1(CC1)C#N 2-(chloromethyl)-3-((1-cyanocyclopropyl)methyl)-3H-imidazo[4,5-c]Pyridine-6-carbonitrile